ClC1=NC(=C(C(=N1)N1CC2(CCN(C2)C(=O)[O-])CC1)[N+](=O)[O-])CC1(CCCC2=CC=CC=C12)C(=O)OC 7-(2-Chloro-6-((1-(methoxycarbonyl)-1,2,3,4-tetrahydronaphthalen-1-yl)methyl)-5-nitropyrimidin-4-yl)-2,7-Diazaspiro[4.4]nonane-2-carboxylate